C(C)(=O)N1CCC(CCC1)C(=O)N1[C@@H](C[C@H](C1)F)C(=O)N[C@H](C1=CC=C(C=C1)C(C)C)C1=CC=CC=C1 (2S,4R)-1-(1-acetylazepane-4-carbonyl)-4-fluoro-N-[(S)-phenyl[4-(propan-2-yl)phenyl]methyl]pyrrolidine-2-carboxamide